4-isobutyl-2-(4-((4-methyl-4H-1,2,4-triazol-3-yl)methyl)piperazin-1-yl)benzonitrile C(C(C)C)C1=CC(=C(C#N)C=C1)N1CCN(CC1)CC1=NN=CN1C